C1=C(C=CC2=CC=CC=C12)C#CCC(=O)O 4-(2-Naphthyl)-3-butynoic acid